C1(=CC=CC=C1)P(CC(CC)P(C1=CC=CC=C1)C1=CC=CC=C1)C1=CC=CC=C1 1,2-Bis(diphenylphosphino)butan